(3-{[(2E,6E)-3,7,11-trimethyldodeca-2,6,10-trien-1-yl]oxy}phenyl)methanol C\C(=C/COC=1C=C(C=CC1)CO)\CC\C=C(\CCC=C(C)C)/C